C1=CC=CC=2C3=CC=CC=C3C(C12)COC(=O)N[C@@H](CCC(=O)O)C(=O)OCCCCCCCC (S)-4-((((9H-fluoren-9-yl)methoxy)carbonyl)amino)-5-(octyloxy)-5-oxopentanoic acid